ClC=1C=C(C=2N(C1)C=NC2)N2C[C@H]1CN(C([C@H]1C2)(C)C)S(=O)(=O)C |r| rac-6-chloro-8-((3ar,6as)-4,4-dimethyl-5-(methylsulfonyl)hexahydropyrrolo[3,4-c]pyrrol-2(1H)-yl)imidazo[1,5-a]pyridine